CS(=O)(=O)C1=C(C=CC=C1)NC1=CC(=NC=C1C(NC)=O)NC1=NC=CC=C1C(=O)O ({4-[(2-methanesulfonylphenyl)amino]-5-(methylcarbamoyl)pyridin-2-yl}amino)pyridine-3-carboxylic acid